NC=1C(=NC(=CN1)C1=CC2=C(S(C([C@@H]2F)(C)C)(=O)=O)C=C1)C1=NN=C(O1)C1=CC=C(CN(C(OC(C)(C)C)=O)C)C=C1 tert-butyl (R)-(4-(5-(3-amino-6-(3-fluoro-2,2-dimethyl-1,1-dioxo-2,3-dihydrobenzo[b]thiophen-5-yl)pyrazin-2-yl)-1,3,4-oxadiazol-2-yl)benzyl)(methyl)carbamate